C(C)(C)P(=O)(C(C)C)CCCCC 1-diisopropylphosphoryl-pentane